N1(CCCCC1)S(=O)(=O)C=1C=C(N)C=CC1 3-(piperidin-1-ylsulfonyl)aniline